COC1=CC=C(C=C1)[C@@H](C)N1C[C@@H](CC1=O)NC(OC(C)(C)C)=O tert-Butyl N-[(3R)-1-[(1R)-1-(4-methoxyphenyl)ethyl]-5-oxo-pyrrolidin-3-yl]carbamate